(3aR,5s,6aS)-2-(3,3-dimethyl-butyl)-5-[6-(2,4-dimethylpyrazol-3-yl)pyridazin-3-yl]oxy-3,3a,4,5,6,6a-hexahydro-1H-cyclopenta[c]pyrrole CC(CCN1C[C@@H]2[C@H](C1)CC(C2)OC=2N=NC(=CC2)C=2N(N=CC2C)C)(C)C